N-(2-chlorophenyl)-N-{4-[2-(2,6-dichlorophenyl)acetylamino]pyridin-2-yl}acetamide ClC1=C(C=CC=C1)N(C(C)=O)C1=NC=CC(=C1)NC(CC1=C(C=CC=C1Cl)Cl)=O